[C@H]12CN(C[C@H](CC1)N2)C2=NC(=NC1=C(C(=CC=C21)C2=CC(=CC1=CC=CC(=C21)F)O)F)OCC2(CC2)CN2CCCC2 4-(4-((1R,5S)-3,8-diazabicyclo[3.2.1]octan-3-yl)-8-fluoro-2-((1-(pyrrolidin-1-ylmethyl)cyclopropyl)methoxy)quinazolin-7-yl)-5-fluoronaphthalen-2-ol